2-bromo-N-(3-cyanobicyclo[1.1.1]pentan-1-yl)-5-(trifluoromethyl)benzamide BrC1=C(C(=O)NC23CC(C2)(C3)C#N)C=C(C=C1)C(F)(F)F